N-Ethoxy-4-((2-methoxy-3-(5-methylpyrimidin-2-yl)phenyl)amino)-6-(pyrimidin-2-ylamino)pyridazine-3-formamide C(C)ONC(=O)C=1N=NC(=CC1NC1=C(C(=CC=C1)C1=NC=C(C=N1)C)OC)NC1=NC=CC=N1